C(C)OC=1C(=CC=2C(N1)=NN(C2)C)C(=O)NC2=NC=C(C=C2)N2CCNCC2 6-ethoxy-2-methyl-N-(5-(piperazin-1-yl)pyridin-2-yl)-2H-pyrazolo[3,4-b]pyridine-5-carboxamide